ClC1=CC=C(C(=O)NC(CN2N=NC(=C2)C2=CC=C(C=C2)Cl)=O)C=C1 4-chloro-N-(2-(4-(4-chlorophenyl)-1H-1,2,3-triazol-1-yl)acetyl)benzamide